[N+](=O)([O-])C1=CC=C(C=C1)C1CCN(CC1)C1CCC2(C1)CCN(CC2)C(=O)OC(C)(C)C tert-butyl 3-[4-(4-nitrophenyl)-1-piperidyl]-8-azaspiro[4.5]decane-8-carboxylate